(1S,4S)-tert-butyl 5-(4-(benzyloxy)phenyl)-2,5-diazabicyclo[2.2.1]heptane-2-carboxylate C(C1=CC=CC=C1)OC1=CC=C(C=C1)N1[C@@H]2CN([C@H](C1)C2)C(=O)OC(C)(C)C